P(=O)(OCCCCBr)(OCC\C=C/CCCCC)O 4-bromobutyl [(Z)-non-3-enyl] hydrogen phosphate